C(C#CCCCCCCCCCCCCCCC)O octadec-2-yn-1-ol